F[C@H]1[C@@H](C1)C(=O)O (1S,2R)-2-fluorocyclopropane-1-carboxylic acid